FC1=C(C=CC=C1C=1C=C2CCNC2=CC1)C1C(NC(CC1)=O)=O 3-(2-fluoro-3-(indolin-5-yl)phenyl)piperidine-2,6-dione